(S)-N-(4-(4-amino-7-(1-(1-cyanocyclopropyl)-1H-pyrazol-4-yl)-1-methyl-1H-pyrazolo[4,3-c]pyridin-3-yl)-2-(1-(4-fluorophenyl)ethoxy)phenyl)-1,1-difluoromethanesulfonamide NC1=NC=C(C2=C1C(=NN2C)C2=CC(=C(C=C2)NS(=O)(=O)C(F)F)O[C@@H](C)C2=CC=C(C=C2)F)C=2C=NN(C2)C2(CC2)C#N